Hydroxy-4,4',6'-trimethoxychalcone OC1=C(C=CC(=C1)OC)\C=C\C(=O)C1=CC=C(C=C1OC)OC